C(#N)C1=CC=C(C=C1)N(CCC1OCC2(CN(C2)C(=O)OC(C)(C)C)CO1)CC=1C=NC(=CC1)C tert-butyl 7-(2-((4-cyanophenyl)((6-methylpyridin-3-yl)methyl)amino)ethyl)-6,8-dioxa-2-azaspiro[3.5]nonane-2-carboxylate